C(C)(C)(C)OC(NC1=CC(=CC(=C1)C#C[Si](C(C)C)(C(C)C)C(C)C)C)=O (3-methyl-5-((triisopropylsilyl)ethynyl)phenyl)-carbamic acid tert-butyl ester